C1(CC1)C(=O)NC1=NC=C(C(=O)NC)C(=C1)NC1=CC=CC=2C3=C(CN(C12)C)N=CC=N3 6-(cyclopropanecarboxamido)-N-methyl-4-((6-methyl-5,6-dihydropyrazino[2,3-c]quinolin-7-yl)amino)nicotinamide